C(C1=CC=CC=C1)OC1=CC=2N(C=C1)N=CC2C2CCC1(OCCO1)CC2 5-(benzyloxy)-3-(1,4-dioxaspiro[4.5]decane-8-yl)pyrazolo[1,5-a]pyridine